N,N,N-tris(3-(2,3-dimethylimidazolyl)propyl)-amine CC1=NC=C(N1C)CCCN(CCCC=1N(C(=NC1)C)C)CCCC=1N(C(=NC1)C)C